C1(CCCCC1)CN1C(C(=CC2=C1N=C(N=C2)SC)C#N)=O 8-(cyclohexylmethyl)-2-(methylthio)-7-oxo-7,8-dihydropyrido[2,3-d]pyrimidine-6-carbonitrile